tert-butyl (R)-2-[[[6-bromo-3-[N'-(2-chlorophenyl)carbamimidoyl] pyrrolo[1,2-b]pyridazin-4-yl]amino]methyl]pyrrolidine-1-carboxylate BrC=1C=C2N(N=CC(=C2NC[C@@H]2N(CCC2)C(=O)OC(C)(C)C)C(N)=NC2=C(C=CC=C2)Cl)C1